FC1=C(CN2C(NC(C=C2C)=O)=O)C(=CC=C1)C(F)(F)F 2-Fluoro-6-trifluoromethyl-benzyl-6-methyl-1H-pyrimidine-2,4-dione